P(=O)(O\C(=C/Cl)\C1=C(C=C(C(=C1)Cl)Cl)Cl)(OC)OC (1Z)-2-chloro-1-(2,4,5-trichlorophenyl)ethenyl dimethyl phosphate